FC1=C(C=CC=C1S(=O)(=O)C1=CC=C(C)C=C1)C1=CC=CC=C1 fluoro-3-(p-toluenesulfonyl)-[1,1'-biphenyl]